FC(S(=O)(=O)OC1=NN(C2=NC(=NC=C21)C=2C(=NC=NC2OC)C2CC2)CC2=CC=C(C=C2)C=2N(C=C(N2)C(F)(F)F)C(C)C)(F)F 6-(4-cyclopropyl-6-methoxypyrimidin-5-yl)-1-(4-(1-isopropyl-4-(trifluoromethyl)-1H-imidazol-2-yl)benzyl)-1H-pyrazolo[3,4-d]pyrimidin-3-yl trifluoromethanesulfonate